Acetylarginine C(C)(=O)N[C@@H](CCCNC(N)=N)C(=O)O